BrCC1=CC=CC(=N1)C(C#N)(C)C 2-(6-(bromomethyl)pyridin-2-yl)-2-methylpropionitrile